C(CCC)OC1=CC=C(C=C1)C1=NN=C(S1)NC(=O)NC1=CC=C(C=C1)F 1-(5-(4-butoxyphenyl)-1,3,4-thiadiazol-2-yl)-3-(4-fluorophenyl)urea